3-[5-chloro-2-(8-chloro-4-oxo-chroman-2-yl)-4-methyl-phenoxy]cyclobutanecarboxylic acid ClC=1C(=CC(=C(OC2CC(C2)C(=O)O)C1)C1OC2=C(C=CC=C2C(C1)=O)Cl)C